3-(N,N-diethyl)aminoaniline C(C)N(CC)C=1C=C(N)C=CC1